3-(4-((cyclobutylmethyl)((1r,4r)-4-(((1-(trifluoromethyl)cyclopropyl)methyl)amino)cyclohexyl)amino)-1-oxoisoindolin-2-yl)piperidine-2,6-dione C1(CCC1)CN(C1=C2CN(C(C2=CC=C1)=O)C1C(NC(CC1)=O)=O)C1CCC(CC1)NCC1(CC1)C(F)(F)F